C(C1=CC=CC=C1)OC(=O)N[C@H](C=1N=C2N(N=CC(=C2)C2N(CCC(C2)(F)F)C(=O)OC(C)(C)C)C1)C1CCC(CC1)(F)F tert-Butyl 2-{2-[(S)-benzyloxycarbonylamino(4,4-difluorocyclohexyl)methyl]imidazo-[1,2-b]pyridazin-7-yl}-4,4-difluoropiperidine-1-carboxylate